ClC1=C(C=C(C=C1)Cl)N=C=NC1=C(C=CC(=C1)Cl)Cl bis(2,5-dichlorophenyl)carbodiimide